cyclopropyl(2-(5-(trifluoromethyl)-1,2,4-oxadiazol-3-yl)-6,7-dihydrothieno[3,2-c]pyridin-5(4H)-yl)methanone C1(CC1)C(=O)N1CC2=C(CC1)SC(=C2)C2=NOC(=N2)C(F)(F)F